2-(3-((tert-butyldimethylsilyl)oxy)cyclohexyl)-6-(benzenesulfonyl)-1,6-dihydroimidazo[4,5-d]Pyrrolo[2,3-b]Pyridine [Si](C)(C)(C(C)(C)C)OC1CC(CCC1)C1=NC=2C(=C3C(=NC2)N(C=C3)S(=O)(=O)C3=CC=CC=C3)N1